C(C)(=O)OC(CC)CCCCCC 3-Nonyl Acetate